C(#N)C=1C=C(C=CC1)C=1N=C(SC1C1=CC(=NC(=C1)C)C)NC(=O)N1[C@@H](COCC1)C (3R)-N-[4-(3-cyanophenyl)-5-(2,6-dimethyl-4-pyridinyl)thiazol-2-yl]-3-methyl-morpholine-4-carboxamide